FC1=C(C=C(C=C1)N1N=CC2=CC(=CC=C12)C1=CC=C(OCC(=O)O)C=C1)O 2-(4-(1-(4-Fluoro-3-hydroxyphenyl)-1H-indazol-5-yl)phenoxy)acetic acid